N-isopropyl-2-((2-(methylsulfanyl)-5-(trifluoromethyl)pyrimidin-4-yl)amino)benzenesulfonamide C(C)(C)NS(=O)(=O)C1=C(C=CC=C1)NC1=NC(=NC=C1C(F)(F)F)SC